5-[bis(4-methoxybenzyl)aminocarbonyloxymethoxy]pyridine COC1=CC=C(CN(C(=O)OCOC=2C=CC=NC2)CC2=CC=C(C=C2)OC)C=C1